C1(CC1)C1=C(C(=NO1)C1=C(C=CC=C1Cl)Cl)C=C1CC2(C1)CN(CC2)C2=CC=C1C(=CN(C1=C2)C)C(=O)O 6-(2-((5-cyclopropyl-3-(2,6-dichlorophenyl)isoxazol-4-yl)methylene)-6-azaspiro[3.4]oct-6-yl)-1-methyl-1H-indole-3-carboxylic acid